1-(but-3-en-1-yl)-N,N-bis(4-methoxybenzyl)-1H-pyrazole-3-sulfonamide C(CC=C)N1N=C(C=C1)S(=O)(=O)N(CC1=CC=C(C=C1)OC)CC1=CC=C(C=C1)OC